(3S)-1,1-dihydroxymethyl-1,2,3,4-tetrahydro-beta-carboline-3-carboxylic acid OCC1(N[C@@H](CC=2C3=CC=CC=C3NC12)C(=O)O)CO